(S)-3-(4-(4-((benzyloxy)carbonyl)piperazin-1-yl)phenyl)-2-((tert-butoxycarbonyl)amino)propanoic acid C(C1=CC=CC=C1)OC(=O)N1CCN(CC1)C1=CC=C(C=C1)C[C@@H](C(=O)O)NC(=O)OC(C)(C)C